C(C)(C)C1CCC(CC1)N1CCC2(CC1)C(N(CC1=CC(=CC=C12)NC(C)=O)CCNS(N)(=O)=O)=O N-(1'-((1s,4s)-4-isopropylcyclohexyl)-3-oxo-2-(2-(sulfamoylamino)ethyl)-2,3-dihydro-1H-spiro[isoquinoline-4,4'-piperidin]-7-yl)acetamide